{2-[(2R,3S,4S,5S,6R)-6-(4-{[(hex-5-yn-1-yl)carbamoyl]amino}-2-methylphenoxy)-3,4,5-trihydroxyoxan-2-yl]ethyl}phosphonic acid C(CCCC#C)NC(=O)NC1=CC(=C(O[C@@H]2[C@H]([C@H]([C@@H]([C@H](O2)CCP(O)(O)=O)O)O)O)C=C1)C